C(C)(C)(C)OC(=O)N1CCN(CC1)C1=CC(=C(C(=O)O)C(=C1)F)F 4-(4-t-butoxycarbonylpiperazin-1-yl)-2,6-difluoro-benzoic acid